1-[(3S,5R)-3,5-dimethylpiperazin-1-yl]ethanone C[C@H]1CN(C[C@H](N1)C)C(C)=O